[4-methyl-3-(trifluoromethyl)phenyl]boronic acid CC1=C(C=C(C=C1)B(O)O)C(F)(F)F